4,4'-dichlorodiphenylsulfone C1=CC(=CC=C1S(=O)(=O)C2=CC=C(C=C2)Cl)Cl